Cl.Cl.C1=NC=CC2=C(C=CC=C12)C(=O)[C@@H]1CNC[C@H]1C1=CC=CC=C1 |r| (±)-trans-isoquinoline-5-yl-[(3S,4R)-4-phenylpyrrolidin-3-yl]methanone dihydrochloride